4-((6-cyclopropylpyridin-3-yl)amino)-N-methyl-2-(2-methylpiperazin-1-yl)pyrimidine-5-carboxamide hydrochloride Cl.C1(CC1)C1=CC=C(C=N1)NC1=NC(=NC=C1C(=O)NC)N1C(CNCC1)C